1-(3-chlorobenzyl)-1H-tetrazol ClC=1C=C(CN2N=NN=C2)C=CC1